FC(C=1C=C(C=CC1)NC(=O)C1CCNCC1)(F)F N-(3-(Trifluoromethyl)phenyl)piperidine-4-carboxamide